COC(C1=CC=C(C=C1)C=1N=C(SC1)N1C(=NC2=C1C=CC(=C2)C=2C(=NOC2C)C)[C@H]2N(OCCC2)C2=CC(=C(C=C2)F)F)=O (S)-4-(2-(2-(1-(3,4-difluorophenyl)-6-oxapiperidin-2-yl)-5-(3,5-dimethylisoxazol-4-yl)-1H-benzo[d]imidazol-1-yl)thiazol-4-yl)benzoic acid methyl ester